N-{2-[2-(6-chlorohexyloxy)benzyloxy]phenyl}isonicotinic acid ClCCCCCCOC1=C(COC2=C(C=CC=C2)N2CC=C(C(=O)O)C=C2)C=CC=C1